1-(2,3-dihydroxypropyl)-3-ethylimidazolium OC(CN1C=[N+](C=C1)CC)CO